CC1=CC=CC2=C1N=C(O2)C2=CC(=C(C(=C2)C(F)(F)F)F)OCC2=CC=CC=C2 Methyl-2-(3-(benzyloxy)-4-fluoro-5-(trifluoromethyl)phenyl)benzo[d]oxazole